2-bromo-7-methyl-4-(((S)-3-methylpiperidin-1-yl)methyl)-6,7-dihydro-5H-cyclopenta[b]pyridine BrC1=CC(=C2C(=N1)C(CC2)C)CN2C[C@H](CCC2)C